4-{5-(ethylsulfonyl)-2-[3-(hydroxymethyl)phenoxy]phenyl}-6-methyl-1,6-dihydro-7H-pyrrolo[2,3-c]pyridin-7-one C(C)S(=O)(=O)C=1C=CC(=C(C1)C=1C2=C(C(N(C1)C)=O)NC=C2)OC2=CC(=CC=C2)CO